CC(C)(C)[S@@](=O)N[C@@H](CC=C)C1=CC=CC=C1 (R)-2-methyl-N-((S)-1-phenylbut-3-en-1-yl)propane-2-sulfinamide